CS(=O)(=O)C=1C=C2CN(C(C2=CC1)=O)C(=O)OC(C)(C)C tert-butyl 5-(methylsulfonyl)-1-oxo-isoindoline-2-carboxylate